O=C1NC(CCC1N1C(C2=CC=C(C=C2C1=O)N1CC(C1)OCCOCCOCCOC1CC(C1)OC1=NC=C(C=C1)C=1C=CC=2C3=C(N(C2C1)C)C=CN=C3)=O)=O 2-(2,6-dioxopiperidin-3-yl)-5-(3-(2-(2-(2-((1r,3r)-3-((5-(5-methyl-5H-pyrido[4,3-b]indol-7-yl)pyridin-2-yl)oxy)cyclobutoxy)ethoxy)ethoxy)ethoxy)azetidin-1-yl)isoindoline-1,3-dione